C(#C)C=1C=NC=C(C(=O)NC2=CC(=CC=C2)C(F)(F)F)C1 5-Ethynyl-N-(3-(trifluoromethyl)phenyl)nicotinamide